3-(2-chloro-6-fluoro-4-phenoxybenzoyl)-4-(((3R,6S)-6-(hydroxymethyl)tetrahydro-2H-pyran-3-yl)amino)-1H-pyrrolo[2,3-b]pyridine-5-carbonitrile ClC1=C(C(=O)C2=CNC3=NC=C(C(=C32)N[C@H]3CO[C@@H](CC3)CO)C#N)C(=CC(=C1)OC1=CC=CC=C1)F